C(C)OC(=O)C1C(C1CCCCCC)CCCCCC 2,3-dihexylcyclopropanecarboxylic acid ethyl ester